triethylene glycol monosulfopropyl ether S(=O)(=O)(O)CCCOCCOCCOCCO